ClC=1C=C(C=CC1C)C1[C@@H]2CN(C[C@H]12)C(=O)C1CC[C@]12NC(OC2)=O (2s,4S)-((1R,5S,6S)-6-(3-Chloro-4-methylphenyl)-3-azabicyclo[3.1.0]hexane-3-carbonyl)-7-oxa-5-azaspiro[3.4]octan-6-one